FC=1C=C(C=CC1)C1N(OCC1)C(=O)[O-] 3-(3-fluorophenyl)isoxazolidine-2-carboxylate